C1(CC1)NCC1=CC(=C(C=C1)NS(=O)(=O)C1=CSC=C1)C=1OC=CC1 N-(4-((cyclopropylamino)methyl)-2-(furan-2-yl)phenyl)thiophene-3-sulfonamide